BrC1=CC(=C(C(=O)NC2=CC(=C(C=C2)Br)F)C=C1)C(F)(F)F 4-bromo-N-(4-bromo-3-fluoro-phenyl)-2-trifluoromethyl-benzamide